COC(CC1=CC(=CC(=C1)Br)S(N(CC1=CC=C(C=C1)OC)CC1=CC=C(C=C1)OC)(=O)=O)=O 2-(3-(N,N-bis(4-methoxybenzyl)sulfamoyl)-5-bromophenyl)acetic acid methyl ester